6-[(4-fluorophenyl) methyl]-3,3-dimethyl-5-oxo-1H,2H,3H,4H,5H-pyrrolo[3,2-b]pyridine-1-carboxylate FC1=CC=C(C=C1)CC1=CC2=C(NC1=O)C(CN2C(=O)[O-])(C)C